OC1(CCNCC1)C#CC(=O)N1CCC(CC1)NC(OCC1=CC=CC=C1)=O benzyl (1-(3-(4-hydroxypiperidin-4-yl)propioloyl)piperidin-4-yl)carbamate